BrC1=C2C(=NC=C1)N(N=C2C2CCN(CC2)C(=O)OC(C)(C)C)CC(=O)OCC tert-butyl 4-[4-bromo-1-(2-ethoxy-2-oxoethyl)pyrazolo[3,4-b]pyridin-3-yl]piperidine-1-carboxylate